ClC=1C=C(C=CC1)C1=NN=C(S1)C1=NN(C(C=C1)=O)CC(=O)NCC 2-(3-(5-(3-chlorophenyl)-1,3,4-thiadiazol-2-yl)-6-oxopyridazin-1(6H)-yl)-N-ethylacetamide